N[C@@H](C)C=1N(S(C2=C(C1)C=CC=C2F)(=O)=O)C2=CC=CC=C2 (S)-3-(1-aminoethyl)-8-fluoro-2-phenyl-2H-benzo[e][1,2]thiazine-1,1-dioxide